C[C@H]1N(CCCC1)C1=C2C(=NC(=C1)C1=CC=NN1C)C(=NN2CC(F)(F)F)C2=CC=NN2C2OCCCC2 (2R,4S)-2-Methyl-1-(5-(1-methyl-1H-pyrazol-5-yl)-3-(1-(tetrahydro-2H-pyran-2-yl)-1H-pyrazol-5-yl)-1-(2,2,2-trifluoroethyl)-1H-pyrazolo[4,3-b]pyridin-7-yl)piperidine